CC1(CCC(CC1)CN1[C@@H](C2=CC=C(C(=C2CC1)C1=CC(=C(C(=C1)C(C)C)O)F)OC)C)C 4-[(1R)-2-[(4,4-dimethylcyclohexyl)methyl]-6-methoxy-1-methyl-3,4-dihydro-1H-isoquinolin-5-yl]2-fluoro-6-isopropyl-phenol